CC1=CC=C(C(=O)C(=O)C(C2=CC=C(C=C2)C)=O)C=C1 (4-methylbenzoyl) ketone